(1R)-N-[4-(6-{[(tert-butyldimethylsilyl)oxy]methyl}-4-methylpyridin-3-yl)-[1,2,4]triazolo[1,5-a]1,6-naphthyridin-8-yl]-2,2-difluorocyclopropane-1-carboxamide [Si](C)(C)(C(C)(C)C)OCC1=CC(=C(C=N1)C=1C=2N(C3=CC(=NC=C3C1)NC(=O)[C@@H]1C(C1)(F)F)N=CN2)C